ClC=1C(=CC2=C(NC(=N2)[C@H](CC(=O)OCC)C2=CC=C(C=C2)S(=O)(=O)CC2CC2)C1)C1=C(C=CC=C1)OC(F)F |o1:9| ethyl (R or S)-3-(6-chloro-5-(2-(difluoromethoxy)phenyl)-1H-benzo[d]imidazol-2-yl)-3-(4-((cyclopropylmethyl)sulfonyl)phenyl)propanoate